3-((2R,5S,6R)-6-((bis(4-methoxyphenyl)(phenyl)methoxy)methyl)-5-hydroxytetrahydro-2H-pyran-2-yl)pyrimidine-2,4(1H,3H)-dione COC1=CC=C(C=C1)C(OC[C@@H]1[C@H](CC[C@@H](O1)N1C(NC=CC1=O)=O)O)(C1=CC=CC=C1)C1=CC=C(C=C1)OC